3-[2-(2-bromo-4-methoxybenzoyl)-1,2,3,4-tetrahydroisoquinolin-5-yl]-3-(7-methoxy-1-methyl-1H-benzo[d][1,2,3]triazol-5-yl)propionic acid ethyl ester C(C)OC(CC(C1=CC2=C(N(N=N2)C)C(=C1)OC)C1=C2CCN(CC2=CC=C1)C(C1=C(C=C(C=C1)OC)Br)=O)=O